FC(CC)(F)C=1C=C(C=CC1)NC(=O)C=1[N+](=C(NC1C)C1=CC(=CC=C1)C1=NC=NC=C1C)[O-] 4-((3-(1,1-difluoropropyl)phenyl)carbamoyl)-5-methyl-2-(3-(5-methylpyrimidin-4-yl)phenyl)-1H-imidazole 3-oxide